4-(3-fluoro-2,2-dimethyl-propanoyl)-3,5-dihydro-2H-pyrido[3,4-f][1,4]oxazepine-9-carbonitrile FCC(C(=O)N1CCOC2=C(C1)C=NC=C2C#N)(C)C